tributoxysilane C(CCC)O[SiH](OCCCC)OCCCC